CN(C)CC1(C(C1)(C)C)COC=1N=C(C2=C(N1)C(=C(N=C2)C2=CC(=CC1=CC=C(C(=C21)CC)F)O)F)N2C[C@@](CCC2)(O)C (3R)-1-(2-((1-((dimethylamino)methyl)-2,2-dimethylcyclopropyl)methoxy)-7-(8-ethyl-7-fluoro-3-hydroxynaphthalen-1-yl)-8-fluoropyrido[4,3-d]pyrimidin-4-yl)-3-methylpiperidin-3-ol